O1CCN(CC1)CCOC=1C=CC(=NC1)C=1C=CC=C2C=NC(=NC12)NC1=CC=C(C=C1)N1CCOCC1 8-(5-(2-Morpholinoethoxy)pyridin-2-yl)-N-(4-Morpholinophenyl)quinazolin-2-amine